BrC=1C=C(C=C(C1)C1=C(C=C(C=C1C)C)C)N1C=NC=C1 1-(5-bromo-2',4',6'-trimethyl-[1,1'-biphenyl]-3-yl)-1H-imidazole